dipentaerythritol hexakis(mercaptoacetate) SCC(=O)OCC(COC(CS)=O)(COCC(COC(CS)=O)(COC(CS)=O)COC(CS)=O)COC(CS)=O